trans-7-dodecadienol C=C\C=C\CCC(CCCCC)O